O[C@H]1CN(OC1)C(=O)C=1N(N=C2N(CN(CC21)C)CC(C)C)CC2=CC=CC1=CC=CC=C21 (S)-3-(4-hydroxyisoxazolidine-2-carbonyl)-7-isobutyl-5-methyl-2-(naphthalene-1-ylmethyl)-2,7-dihydro-4H-pyrazolo[3,4-d]Pyrimidine